3-4-fluorophenylalanine FC1=CC=C(C=C1)C[C@H](N)C(=O)O